ClC1=CC(=CC=2N=C(OC21)C=2C(=C(C=CC2)C2=C(C(=CC=C2)NC=2N=CC=C1C=C(C=NC21)CN2C[C@@H](CC2)O)C)C)CN2C[C@H](CC2)C(=O)O (S)-1-((7-chloro-2-(3'-(3-(((R)-3-hydroxypyrrolidin-1-yl)methyl)-1,7-naphthyridin-8-ylamino)-2,2'-dimethylbiphenyl-3-yl)benzo[d]oxazol-5-yl)methyl)pyrrolidine-3-carboxylic acid